3-(4-chloro-1H-indazol-3-yl)cyclobutanone ClC1=C2C(=NNC2=CC=C1)C1CC(C1)=O